5-Cyclopropyl-1-(2-hydroxyethyl)-1H-pyrazol C1(CC1)C1=CC=NN1CCO